4-(((1r,4r)-4-Aminocyclohexyl)oxy)-2-(trifluoromethyl)benzonitrile hydrochloride Cl.NC1CCC(CC1)OC1=CC(=C(C#N)C=C1)C(F)(F)F